ethyl-3-(pyrazin-2-yl)isoxazole C(C)C=1C(=NOC1)C1=NC=CN=C1